COC1=C(C(=CC2=C1C=1C=C(C(C(=CC1[C@H](CC2)NC(C)=O)O[C@@H]2COCC2)=O)C)OC)OC N-{(S)-1,2,3-trimethoxy-11-methyl-10-oxo-9-{[(S)-tetrahydrofuran-3-yl]oxy}-5,6,7,10-tetrahydrobenzo[a]heptalen-7-yl}acetamide